tert-butyl (2S)-4-(6-amino-5-nitropyridin-2-yl)-2-(methoxymethyl)piperazine-1-carboxylate NC1=C(C=CC(=N1)N1C[C@H](N(CC1)C(=O)OC(C)(C)C)COC)[N+](=O)[O-]